F[C@@H]1[C@]2(CC[C@@](C[C@@H]1C(=C)C=1N=CC(=NC1)C1=C(C=C(C=C1)N1C=NC=C1)O)(N2)C)C 2-(5-(1-((1R,2S,3R,5S)-2-fluoro-1,5-dimethyl-8-azabicyclo[3.2.1]octan-3-yl)vinyl)pyrazin-2-yl)-5-(1H-imidazol-1-yl)phenol